1-((4-(methylamino)pyrimidin-2-yl)methyl)-4-(1-(4-(trifluoromethyl)phenyl)-1H-pyrazolo[3,4-b]pyridin-3-yl)pyridin-2(1H)-one CNC1=NC(=NC=C1)CN1C(C=C(C=C1)C1=NN(C2=NC=CC=C21)C2=CC=C(C=C2)C(F)(F)F)=O